FC(CO)[C@H]1O[C@@H]([C@H]([C@H]([C@@H]1OCC1=CC=CC=C1)OCC1=CC=CC=C1)OCC1=CC=CC=C1)OC 2-fluoro-2-((2S,3S,4S,5S,6S)-3,4,5-tris(benzyloxy)-6-methoxytetrahydro-2H-pyran-2-yl)ethan-1-ol